FC(OC1=CC=C(C=C1)C(C=CC1=C(C(=C(C(=C1)C)C(=O)OC(C)(C)C)C)OC(C)C)=O)(F)F 1-[4-trifluoromethyl-oxyphenyl]-3-[3,5-dimethyl-4-tertbutyloxycarbonyldimethylmethyloxyphenyl]prop-2-en-1-one